3-aminopropanolactam NC1CC(=O)N1